trans-N-(benzo[d]thiazol-5-yl)-3-methyl-1-(pyridin-3-ylsulfonyl)piperidine-4-carboxamide S1C=NC2=C1C=CC(=C2)NC(=O)[C@H]2[C@@H](CN(CC2)S(=O)(=O)C=2C=NC=CC2)C